3-(methacryloyloxy)propyldimethoxymethylsilane C(C(=C)C)(=O)OCCC[SiH2]C(OC)OC